(S)-5-isopropyl-N-(3-(1-((3-methyl-1H-pyrazolo[3,4-b]pyrazin-5-yl)amino)ethyl)phenyl)isoxazole-3-carboxamide C(C)(C)C1=CC(=NO1)C(=O)NC1=CC(=CC=C1)[C@H](C)NC=1N=C2C(=NC1)NN=C2C